2-(1-(4-((6-(3-hydroxypiperidin-1-yl)pyridin-3-yl)amino)-5-oxo-5,6-dihydropyrimido[4,5-d]pyridazin-2-yl)piperidin-4-yl)acetonitrile OC1CN(CCC1)C1=CC=C(C=N1)NC1=NC(=NC=2C=NNC(C21)=O)N2CCC(CC2)CC#N